FC=1C=C(C=CC1F)[C@H]([C@H]1O[C@H]([C@@H]([C@@H]1O)O)N1N=CC2=C1NC=NC2=NN)O (2R,3S,4R,5R)-2-((R)-(3,4-difluorophenyl)(hydroxy)methyl)-5-(4-hydrazineylidene-4,7-dihydro-1H-pyrazolo[3,4-d]pyrimidin-1-yl)tetrahydrofuran-3,4-diol